7-(4-(4-(3-(3,5-diamino-6-chloropyrazine-2-carbonyl)guanidino)butyl)phenyl)chromane-3-carboxylic acid NC=1C(=NC(=C(N1)N)Cl)C(=O)NC(NCCCCC1=CC=C(C=C1)C1=CC=C2CC(COC2=C1)C(=O)O)=N